1-(4-(1-(3,4-dihydroxybenzoyl)piperidin-4-yl)phenyl)-3-methylbutan-1-one OC=1C=C(C(=O)N2CCC(CC2)C2=CC=C(C=C2)C(CC(C)C)=O)C=CC1O